COC(C1=C(N=C(C=C1)C(F)(F)F)OCC1=NN=NN1C)=O 2-((1-methyl-1H-tetrazol-5-yl)methoxy)-6-(trifluoromethyl)nicotinic acid methyl ester